3-(4-amino-3-methyl-1H-pyrazol-1-yl)-3-methyldihydrofuran-2(3H)-one NC=1C(=NN(C1)C1(C(OCC1)=O)C)C